C1(=CC=CC=C1)C1(C=CC2=C(O1)C=C(C1=CC=CC=C12)N1CCOCC1)C1=CC=C(C=C1)N1CCOCC1 3-phenyl-3-(4-morpholinophenyl)-6-morpholino-3H-naphtho[2,1-b]pyran